2-Oxo-5-(4-((2-propoxypyrimidin-5-yl)methoxy)phenyl)-6-(trifluoromethyl)-1,2-dihydropyridine-3-carboxamide O=C1NC(=C(C=C1C(=O)N)C1=CC=C(C=C1)OCC=1C=NC(=NC1)OCCC)C(F)(F)F